Cl.C(C=C)OC1NCCC2=CC=CC=C12 (prop-2-en-1-yloxy)-1,2,3,4-tetrahydroisoquinoline, hydrochloride